7-(4,4-Difluoropiperidin-1-yl)-5-((trimethylsilyl)ethynyl)pyrazolo[1,5-a]pyridine FC1(CCN(CC1)C1=CC(=CC=2N1N=CC2)C#C[Si](C)(C)C)F